(-)-1-(benzo[d][1,3]dioxole-5-yl)-3-[(3R*,4R*)-4-(2,6-difluoro-4-methoxyphenyl)-2-oxopyrrolidin-3-yl]urea O1COC2=C1C=CC(=C2)NC(=O)N[C@H]2C(NC[C@H]2C2=C(C=C(C=C2F)OC)F)=O |o1:13,17|